O1[C@H](COC2=C1C=CC=C2)CN2C[C@@H](CCC2)C2=CC=C(C=C2)C(F)(F)F (S)-1-[(S)-1-(2,3-Dihydrobenzo[1,4]dioxin-2-yl)methyl]-3-(4-trifluoromethylphenyl)piperidine